Methyl (5-((2-fluoro-4-(((1-methylpiperidin-4-yl)oxy)methyl)benzyl)amino)isoquinolin-1-yl)carbamate FC1=C(CNC2=C3C=CN=C(C3=CC=C2)NC(OC)=O)C=CC(=C1)COC1CCN(CC1)C